2-chloro-6-(1-cyanocyclopropyl)-N-[1-(3-pyrazin-2-ylpyrazin-2-yl)ethyl]pyridine-4-carboxamide ClC1=NC(=CC(=C1)C(=O)NC(C)C1=NC=CN=C1C1=NC=CN=C1)C1(CC1)C#N